C(C)(=O)C1=NN(C2=CN=C(C=C21)C=2C=NC(=NC2)C)CC(=O)OC(C)(C)C tert-Butyl 2-[3-acetyl-5-(2-methylpyrimidin-5-yl)pyrazolo[3,4-c]pyridin-1-yl]acetate